2,7,8-trimethylquinoline CC1=NC2=C(C(=CC=C2C=C1)C)C